N-((3R)-7-(9-oxa-3,7-diazabicyclo[3.3.1]nonan-3-yl)chroman-3-yl)-3-amino-6-methyl-4-(trifluoromethyl)thieno[2,3-b]pyridine-2-carboxamide C12CN(CC(CNC1)O2)C2=CC=C1C[C@H](COC1=C2)NC(=O)C2=C(C=1C(=NC(=CC1C(F)(F)F)C)S2)N